NCC(C#CC(C)(C)O[Si](C)(C)C(C)(C)C)O Amino-5-[(tert-butyldimethylsilyl)oxy]-5-methylhex-3-yn-2-ol